Methyl (S)-5-(5-amino-1,3-dioxoisoindolin-2-yl)-2-(4-(2-(2,4-diaminopteridin-6-yl)ethyl)benzamido)-pentanoate NC=1C=C2C(N(C(C2=CC1)=O)CCC[C@@H](C(=O)OC)NC(C1=CC=C(C=C1)CCC=1N=C2C(=NC(=NC2=NC1)N)N)=O)=O